3-bromo-4-iodo-2-methoxy-pyridine BrC=1C(=NC=CC1I)OC